C[C@H]1[C@@H]([C@H]([C@H]([C@@H](O1)O[C@@H]2[C@H]([C@@H]([C@H](O[C@H]2OC3=CC(=C4C(=O)C[C@H](OC4=C3)C5=CC=C(C=C5)OC)O)CO)O)O)O)O)O The molecule is a flavanone glycoside that is 4'-methoxy-5,7-dihydroxyflavanone attached to a neohesperidose (alpha-L-rhamnopyranosyl-(1->2)-beta-D-glucopyranose) residue via a glycosidic linkage. It has been isolated from the fruits of Poncirus trifoliata and exhibits inhibitory activity against liopolysaccharide (LPS)-induced prostaglandin E2 and interleukin-6 (IL-6) production. It has a role as a plant metabolite. It is a monomethoxyflavanone, a flavanone glycoside, a disaccharide derivative, a neohesperidoside and a member of 4'-methoxyflavanones. It derives from a 4'-methoxy-5,7-dihydroxyflavanone.